5-phenylnicotinic acid C1(=CC=CC=C1)C=1C=NC=C(C(=O)O)C1